N1C(=NC2=C1C=CC=C2)CCN2CC(C2)C=2SC=1N=CN=C(C1N2)NCC2=NC=CC=C2F 2-{1-[2-(1H-1,3-benzodiazol-2-yl)ethyl]azetidin-3-yl}-N-[(3-fluoropyridin-2-yl)methyl]-[1,3]thiazolo[5,4-d]pyrimidin-7-amine